1-([2,4'-bipyridine]-3-carbonyl)-4-benzylpiperidine-4-carbonitrile N1=C(C(=CC=C1)C(=O)N1CCC(CC1)(C#N)CC1=CC=CC=C1)C1=CC=NC=C1